N,2-diphenylaniline C1(=CC=CC=C1)NC1=C(C=CC=C1)C1=CC=CC=C1